tert-Butyl 4-(2,7-dichloro-8-fluoropyrido[4,3-d]pyrimidin-4-yl)piperazine-1-carboxylate ClC=1N=C(C2=C(N1)C(=C(N=C2)Cl)F)N2CCN(CC2)C(=O)OC(C)(C)C